BrC=1C=CC(=C(C1)NNC(CC1OCCC(C1)(F)F)=O)C N'-(5-bromo-2-methylphenyl)-2-(4,4-difluorotetrahydro-2H-pyran-2-yl)acetylhydrazine